1-(4-chlorophenyl)-N-(4-(3-(pyridin-4-ylmethyl)ureido)phenyl)methanesulfonamide ClC1=CC=C(C=C1)CS(=O)(=O)NC1=CC=C(C=C1)NC(=O)NCC1=CC=NC=C1